N-((5-ethynyl-3-methoxythiophen-2-yl)methyl)-2-(9-(pyridin-2-yl)-6-oxaspiro[4.5]decan-9-yl)ethanamine p-toluenesulfonate CC1=CC=C(C=C1)S(=O)(=O)O.C(#C)C1=CC(=C(S1)CNCCC1(CCOC2(CCCC2)C1)C1=NC=CC=C1)OC